C(C)(=O)C1=C(C(=[N+](C=C1)[O-])CO)F 4-acetyl-3-fluoro-2-(hydroxymethyl)pyridine 1-oxide